BrC=1C(=C(C=CC1)CCC(=O)Cl)Cl (3-bromo-2-chlorophenyl)propionyl chloride